C(C)(C)(CC)C1(CCC(CC1)OOC1CCC(CC1)(C(C)(C)CC)C(C)(C)CC)C(C)(C)CC 4,4-di-tert-amylcyclohexyl peroxide